5-(1-(((3S,5S,7S)-adamantan-1-yl)-1H-1,2,3-triazol-4-yl)pyridinylmethyl)-D-phenylalanine methyl ester COC([C@H](N)CC1=CC=CC(=C1)CC1N(C=CC=C1)C=1N=NN(C1)C12CC3CC(CC(C1)C3)C2)=O